3,5-DINITRO-4-METHYLPHENYLBORONIC ACID [N+](=O)([O-])C=1C=C(C=C(C1C)[N+](=O)[O-])B(O)O